(5-Methyl-2-(2-(1-methylpiperidin-4-yl)ethoxy)benzyl)benzonitrile CC=1C=CC(=C(CC2=C(C#N)C=CC=C2)C1)OCCC1CCN(CC1)C